C(#N)C1=CC=C(CNC(=O)C2NCC(C2)O)C=C1 N-(4-cyanobenzyl)-4-hydroxypyrrolidine-2-carboxamide